5-(5-(2-cyclohexyl-2-propoxycarbonyl)naphthyl)-bicyclo[2.2.1]Hept-2-ene C1(CCCCC1)C(C)(C)OC(=O)C1=C2C=CC=C(C2=CC=C1)C1C2C=CC(C1)C2